di(2-pyridyl)-phenyl-methane N1=C(C=CC=C1)C(C1=CC=CC=C1)C1=NC=CC=C1